norcaradien C12=CC=CCC1C2